ClC=1C(=NC(=NC1)NC1CCOCC1)C1=CC=C2CN(C(C2=C1)=O)CC(=O)NC[C@H]1[C@H](CCCC1)O 2-(6-{5-chloro-2-[(oxan-4-yl)amino]pyrimidin-4-yl}-1-oxo-2,3-dihydro-1H-isoindol-2-yl)-N-{[(1S,2S)-2-hydroxycyclohexyl]methyl}acetamide